COC(C1=C(C=C(C(=C1)F)C1=CC=CC=2CN(COC21)C(C2=C(C=C(C(=C2)OC)F)Cl)=O)N2CCOCC2)=O 4-[3-(2-Chloro-4-fluoro-5-methoxybenzoyl)-2,4-dihydro-1,3-benzoxazin-8-yl]-5-fluoro-2-morpholin-4-ylbenzoic acid methyl ester